N1CCC(CC1)C1C(C1)C(=O)O 2-(piperidin-4-yl)cyclopropane-1-carboxylic acid